4-(Acetylaminomethyl)-N-{3-[2-(4-chloro-3-fluorophenoxy)acetylamino]bicyclo[1.1.1]pentan-1-yl}pyridine-2-carboxamide C(C)(=O)NCC1=CC(=NC=C1)C(=O)NC12CC(C1)(C2)NC(COC2=CC(=C(C=C2)Cl)F)=O